C(C)O[Si](CCCOC(OCCC[Si](OCC)(OCC)OCC)=O)(OCC)OCC BIS(3-TRIETHOXYSILYLPROPYL)CARBONATE